C(C1=CC=CC=C1)N(CC(=O)OCC)C([C@H](CC)NC(=O)OC(C)(C)C)=O ethyl (S)-N-benzyl-N-(2-((tert-butoxycarbonyl)amino)butanoyl)glycinate